C1(CC1)C1=C(C=C(C(=O)O)C=C1S(NC1=C(C=CC(=C1)C(F)(F)F)C1NCCCC1)(=O)=O)F 4-cyclopropyl-3-fluoro-5-(N-(2-(piperidin-2-yl)-5-(trifluoromethyl)phenyl)sulfamoyl)benzoic acid